C(C)N1C=CC2=CC=CC(=C12)C1=NNC(=C1)NC(C1=CC=C(C=C1)NC1CCN(CC1)C)=O N-(3-(1-ethyl-1H-indol-7-yl)-1H-pyrazol-5-yl)-4-((1-methylpiperidin-4-yl)amino)benzamide